1-(4-(4-Amino-7-isopropyl-7H-pyrrolo[2,3-d]pyrimidin-5-yl)phenyl)-3-(3-(perfluoropropan-2-yl)phenyl)urea NC=1C2=C(N=CN1)N(C=C2C2=CC=C(C=C2)NC(=O)NC2=CC(=CC=C2)C(C(F)(F)F)(C(F)(F)F)F)C(C)C